O=C1N(C(C=C1)=O)CCC(=O)NCCCOCCOCCOCCCNC(CCN1C(C=CC1=O)=O)=O 3-(2,5-Dioxo-2,5-dihydro-1H-pyrrol-1-yl)-N-[17-(2,5-dioxo-2,5-dihydro-1H-pyrrol-1-yl)-15-oxo-4,7,10-trioxa-14-azaheptadec-1-yl]propanamid